C(#N)C1=CC(=C(COC2=CC=CC(=N2)C2=CC(=C(CC3=NC4=C(N3CC(C)OC(F)F)C=C(C=C4)C(=O)O)C=C2F)F)C=C1)F 2-(4-(6-((4-cyano-2-fluorobenzyl)oxy)pyridin-2-yl)-2,5-difluorobenzyl)-1-(2-(difluoromethoxy)propyl)-1H-benzo[d]imidazole-6-carboxylic acid